OC[C@H](CN1N=C(N=N1)C1=CC=C(C=C1)O)NC(OC(C)(C)C)=O (S)-tert-Butyl (1-hydroxy-3-(5-(4-hydroxyphenyl)-2H-tetrazol-2-yl)propan-2-yl)carbamate